ClC1=C(C=C(C(=C1)F)C1=C(C(=C(C(=C1F)F)F)F)F)S(=O)(=O)Cl 4-chloro-2',3',4',5',6,6'-hexafluoro-[1,1'-biphenyl]-3-sulfonyl chloride